7-fluoro-1-methyl-5-(5-((1-methylcyclopropyl)ethynyl)-3,4-dihydro-1,6-naphthyridin-1(2H)-yl)-1H-[1,2,3]triazolo[4,5-c]isoquinoline FC=1C=CC=2C3=C(N=C(C2C1)N1CCCC2=C(N=CC=C12)C#CC1(CC1)C)N=NN3C